N-(3-carbamoylphenyl)-3-(3,4-difluoro-2-(((1S,3R)-3-hydroxycyclobutyl)methoxy)phenyl)-4,5-dimethyl-5-(trifluoromethyl)tetrahydrofuran-2-carboxamide C(N)(=O)C=1C=C(C=CC1)NC(=O)C1OC(C(C1C1=C(C(=C(C=C1)F)F)OCC1CC(C1)O)C)(C(F)(F)F)C